C(C)(C)(C)OC(=O)N1C(CC(CC1)OS(=O)(=O)C)(C)C 2,2-dimethyl-4-methanesulfonyloxypiperidine-1-carboxylic acid tert-butyl ester